C(C1=CC=CC=C1)N1C(NC2(C1)CCC(CC2)(C2=CC=CC=C2)N(C)C)=O cis-3-benzyl-8-dimethylamino-8-phenyl-1,3-diazaspiro[4.5]decan-2-one